NCC=1C2=C(C(NN1)=O)C(=NC(=C2)C=2C=NN(C2C2=C(C(=CC(=C2F)C#CC)OC2CC2)C#N)C)NC([2H])([2H])[2H] 2-(4-(1-(aminomethyl)-5-((methyl-d3)amino)-4-oxo-3,4-dihydropyrido[3,4-d]pyridazine-7-yl)-1-methyl-1H-pyrazol-5-yl)-6-cyclopropyloxy-3-fluoro-4-(prop-1-yn-1-yl)benzene-1-carbonitrile